N1(CCC1)C1=CC=C2C3(CC=4C(=NOC4C2=C1)NS(=O)(=O)C=1C(=NC=CC1OC)OC)C(C3)C rac-cis-N-(8'-(azetidin-1-yl)-2-methyl-4'H-spiro[cyclopropane-1,5'-naphtho[2,1-d]isoxazol]-3'-yl)-2,4-dimethoxypyridine-3-sulfonamide